2-{2-[Ethyl(methyl)amino]-7-oxo-4-(propan-2-yl)-6H,7H-thieno[2,3-d]pyridazin-6-yl}-N-(pyrimidin-2-yl)acetamide C(C)N(C1=CC2=C(C(N(N=C2C(C)C)CC(=O)NC2=NC=CC=N2)=O)S1)C